C1(=CC=CC=C1)S(=O)C=C phenylvinyl SULFOXIDE